gamma-methacryloxypropyl-methyl-dipropoxysilane tert-butyl-(3R)-3-oxaldehydoylpyrrolidine-1-carboxylate C(C)(C)(C)OC(=O)N1C[C@@H](CC1)C(C=O)=O.C(C(=C)C)(=O)OCCC[Si](OCCC)(OCCC)C